OC1=CC(=CC=2OC(OC(C21)=O)(C)C)C#N 5-hydroxy-2,2-dimethyl-4-oxo-4H-benzo[d][1,3]dioxine-7-carbonitrile